1-(4-(3-isopropyl-2-(2-methylpyridin-4-yl)-1H-indol-5-yl)piperidin-1-yl)-2-methylpropan-1-one C(C)(C)C1=C(NC2=CC=C(C=C12)C1CCN(CC1)C(C(C)C)=O)C1=CC(=NC=C1)C